C(C=C)C=1C(=C(C=CC1)C=NNC(CN1CCN(CC1)CC1=CC=CC=C1)=O)O N'-[(3-allyl-2-hydroxyphenyl)methylene]-2-(4-benzyl-1-piperazinyl)acetylhydrazine